OCC1=CC(=NC=C1)C(=O)OC Methyl 4-(hydroxymethyl)picolinate